3-({[(1R)-6-[(4-fluoro-3-methoxyphenyl)(methyl)amino]-1,2,3,4-tetrahydronaphthalen-1-yl]methyl}amino)pyridine-4-carboxylic acid methyl ester COC(=O)C1=C(C=NC=C1)NC[C@@H]1CCCC2=CC(=CC=C12)N(C)C1=CC(=C(C=C1)F)OC